5-azaspiro[2.4]heptane-5-carboxylate C1CC12CN(CC2)C(=O)[O-]